(2S,23Z,26Z)-2-benzyl-13-((8Z,11Z)-heptadeca-8,11-dien-1-yl)-3,11,11-trimethyl-10,12,14-trioxa-3-aza-11-siladotriaconta-23,26-dien-1-ol C(C1=CC=CC=C1)[C@@H](CO)N(CCCCCCO[Si](OC(OCCCCCCCC\C=C/C\C=C/CCCCC)CCCCCCC\C=C/C\C=C/CCCCC)(C)C)C